C1(=CC=CC=C1)C12C(C(=CC=C1)C1=CC=CC=C1)O2 2,6-diphenylbenzene oxide